C(C)(C)(C)OC(=O)NCC1=CC(=C(C=C1)NC(=O)C1=CC2=C(OCCC3=C2SC=C3)C=C1C=1C(=NC(=CC1)C(NC1CCCCC1)=O)C(=O)OC)C methyl 3-(9-((4-(((tert-butoxycarbonyl)amino)methyl)-2-methylphenyl)carbamoyl)-4,5-dihydrobenzo[b]thieno[2,3-d]oxepin-8-yl)-6-(cyclohexylcarbamoyl)picolinate